N-(dibenzofuran-4-yl)-N-phenylamine C1=CC=C(C=2OC3=C(C21)C=CC=C3)NC3=CC=CC=C3